7-(3,5-dichlorophenyl)-3-isopropyl-1-benzofuran-2-carboxylic acid ClC=1C=C(C=C(C1)Cl)C1=CC=CC=2C(=C(OC21)C(=O)O)C(C)C